C(C)N1N=C(C=2CC(CCC12)C(F)(F)F)C(=O)O 1-ethyl-5-(trifluoromethyl)-4,5,6,7-tetrahydro-1H-indazole-3-carboxylic acid